COC1=CC=NC2=C3N=CC=C(C3=CC=C12)OC 4,7-dimethoxyphenanthroline